COC(=O)N1[C@H](CCC2=C3C(=CC=C12)N(C(=N3)CC[C@@H]3OCCCC3)C3CCCCC3)C (1R,3R)-3-((S)-6-(Methoxycarbonyl)-7-methyl-2-(2-((R)-tetrahydro-2H-pyran-2-yl)ethyl)-6,7,8,9-tetrahydro-3H-imidazo[4,5-f]chinolin-3-yl)cyclohexan